5-bromo-1-(difluoromethyl)-2-oxo-1,2-dihydropyridine-3-carboxylic acid methyl ester COC(=O)C=1C(N(C=C(C1)Br)C(F)F)=O